tert-butyl 4-(5-(3-((methylsulfonyl)oxy)propyl)pyridin-2-yl)piperazine-1-carboxylate CS(=O)(=O)OCCCC=1C=CC(=NC1)N1CCN(CC1)C(=O)OC(C)(C)C